4-methoxybenzoic acid-(docosahexaenamidoethyl) ester C(C=CC=CC=CC=CC=CC=CCCCCCCCCC)(=O)NCCOC(C1=CC=C(C=C1)OC)=O